C(C)(C)(C)C1=CC=C(C=C1)C=1N=NN(C1)CC(=O)C1=CC=C(C=C1)OC 2-(4-(4-(tert-butyl)phenyl)-1H-1,2,3-triazOl-1-yl)-1-(4-methoxyphenyl)ethane-1-one